CN1N=NC2=C1C=CC(=C2C)C(C(C(=O)OC)(C)C)C2=CC(=C(C=C2)C)CN2C[C@H](OC1=CC=3C(=CC=NC3C=C1C2)C)CC Methyl 3-(1,4-dimethyl-1H-benzo[d][1,2,3]triazol-5-yl)-3-(3-(((R)-2-ethyl-10-methyl-2,3-dihydro-[1,4]oxazepino[7,6-g]quinolin-4(5H)-yl) methyl)-4-methylphenyl)-2,2-dimethylpropionate